FC(C(=O)O)(F)F.N1C=NC(=C1)C(=O)O 1H-imidazole-4-carboxylic acid trifluoroacetate salt